N1(CCCC1)CCNC(OC(CCCO[Si](C)(C)C(C)(C)C)CCCC)=O 1-((tert-butyldimethylsilyl)oxy)octan-4-yl (2-(pyrrolidin-1-yl)ethyl)carbamate